ClC1=C(C=CC(=C1)OC)C=1C=C2CC(C(C2=CC1OC)NC(O[C@@H]1CN2CCC1CC2)=O)(C)C (S)-quinuclidin-3-yl (5-(2-chloro-4-methoxyphenyl)-6-methoxy-2,2-dimethyl-2,3-dihydro-1H-inden-1-yl)carbamat